ClC=1C=C(C=CC1C)NC(=O)NC=1SC(=C(N1)C)C1=NC(=NC=C1)NC 1-(3-Chloro-4-methylphenyl)-3-(4-methyl-5-(2-(methylamino)pyrimidin-4-yl)thiazol-2-yl)urea